C(=O)C1=C2CCN(C2=CC=C1)C=1C=C(C=2N(N1)C(=CN2)C(=O)N[C@H]2[C@@H](CC2)OC)NC 6-(4-formylindolin-1-yl)-N-((1R,2R)-2-methoxycyclobutyl)-8-(methylamino)imidazo[1,2-b]pyridazine-3-carboxamide